NC1=C(C(=O)NC(C)C)C=C(C=N1)C1=C(C=C(C=C1)NC(CC1=CC=C(C=C1)Cl)=O)C 2-amino-5-(4-(2-(4-chlorophenyl)acetamido)-2-methylphenyl)-N-isopropylnicotinamide